C1(CCCCC1)C#CCC(=O)C1=CC=CC=C1 2-(cyclohexyl-ethynyl)acetophenone